6-fluoro-1-(4-fluoro-2-methylphenyl)-3-(6-methoxy-2-methylpyridin-3-yl)-7-(trifluoromethoxy)-2,3-dihydroquinazolin-4(1H)-one FC=1C=C2C(N(CN(C2=CC1OC(F)(F)F)C1=C(C=C(C=C1)F)C)C=1C(=NC(=CC1)OC)C)=O